N-((7-(5-(difluoromethyl)-1,3,4-oxadiazol-2-yl)imidazo[1,2-a]pyridin-2-yl)methyl)-N-(3-fluorophenyl)-1-(oxetan-3-carbonyl)piperidine-4-carboxamide FC(C1=NN=C(O1)C1=CC=2N(C=C1)C=C(N2)CN(C(=O)C2CCN(CC2)C(=O)C2COC2)C2=CC(=CC=C2)F)F